butoxycarbonyl-2-phenylbenzimidazole C(CCC)OC(=O)C1=CC=CC=2N=C(NC21)C2=CC=CC=C2